C(C(CCl)OP(=O)(OC(CCl)CCl)OC(CCl)CCl)Cl tris(1,3-dichloroisopropyl) phosphate